(2S,3S)-1-(6-chloro-4-isopropyl-2,7-naphthyridin-1-yl)-2-methylazetidin-3-ol ClC=1C=C2C(=CN=C(C2=CN1)N1[C@H]([C@H](C1)O)C)C(C)C